COC(=O)C1(C(C(=NN1C1=C(C=C(C=C1)F)F)C1=C(C=C(C=C1)F)F)C=1OC=CC1)C 1,3-bis(2,4-difluorophenyl)-4-(furan-2-yl)-5-methyl-4,5-dihydro-1H-pyrazole-5-carboxylic acid methyl ester